Diisopentyl 7,7'-((4-((2-(4-(2-((4-(bis(2-hydroxy-6-oxo-6-propoxyhexyl)amino)butanoyl)oxy)ethyl)piperazin-1-yl)ethyl)disulfaneyl)butyl)azanediyl)bis(6-hydroxyheptanoate) OC(CN(CCCC(=O)OCCN1CCN(CC1)CCSSCCCCN(CC(CCCCC(=O)OCCC(C)C)O)CC(CCCCC(=O)OCCC(C)C)O)CC(CCCC(=O)OCCC)O)CCCC(OCCC)=O